ClC1=CC=C(C(=N1)C(=O)O)N[C@H](C)C1=C2N=C(C(=NC2=CC(=C1)C)C#N)N1C2CN(C(CC1CC2)=O)C 6-chloro-3-(((1R)-1-(2-cyano-7-methyl-3-(3-methyl-4-oxo-3,9-diazabicyclo[4.2.1]nonan-9-yl)quinoxalin-5-yl)ethyl)amino)picolinic acid